2-cyclopropoxy-3,4,5,6-tetrafluoro-N-(2,4,5-trifluorophenyl)benzenesulfonamide C1(CC1)OC1=C(C(=C(C(=C1F)F)F)F)S(=O)(=O)NC1=C(C=C(C(=C1)F)F)F